C(C)(C)(C)OC(=O)N[C@@H]1[C@@H](C=C(C1)C(=O)O)O (3R,4S)-4-((tert-Butoxycarbonyl)amino)-3-hydroxycyclopent-1-ene-1-carboxylic acid